1-(2-benzyloxy-3,5-bis(trifluoromethyl)phenyl)-3-(2-((tert-butyldimethylsilyl)oxy)ethyl)imidazolidine-2-one C(C1=CC=CC=C1)OC1=C(C=C(C=C1C(F)(F)F)C(F)(F)F)N1C(N(CC1)CCO[Si](C)(C)C(C)(C)C)=O